C1(=CC=CC=C1)C1=NC=NC=C1B(O)O 4-PHENYLPYRIMIDINE-5-BORONIC ACID